C1(=CC=CC=C1)C=1SC(=C(N1)C(=O)O)C(=O)O 2-phenyl-4,5-thiazoledicarboxylic acid